[Ir+].CC1(C=CC=C1)C1=CCCC=CCC1 (methylcyclopentadienyl)(1,5-cyclooctadiene) iridium (I)